pentanamidine hydrochloride Cl.C(CCCC)(=N)N